O1C(=NN=C1)C(=O)OCC ethyl 1,3,4-oxadiazole-2-carboxylate